1-((3S,4R)-3-fluoro-1-(3-(2-methoxyethoxy)-1H-pyrazolo[3,4-b]pyridin-5-yl)piperidin-4-yl)-1-methyl-3-(1-methyl-2-oxo-5-(trifluoromethyl)-1,2-dihydropyridin-3-yl)urea F[C@H]1CN(CC[C@H]1N(C(=O)NC=1C(N(C=C(C1)C(F)(F)F)C)=O)C)C=1C=C2C(=NC1)NN=C2OCCOC